(1S,4s)-4-(2-((3S,4R)-3-methyltetrahydro-2H-pyran-4-ylamino)-8-(2,4,6-trifluorophenylamino)-9H-purin-9-yl)cyclohexanecarboxamide C[C@@H]1COCC[C@H]1NC1=NC=C2N=C(N(C2=N1)C1CCC(CC1)C(=O)N)NC1=C(C=C(C=C1F)F)F